ClC1=CC=C(C=C1)C1CC=CCC1([N+](=O)[O-])Br 1-chloro-4-(6-bromo-6-nitrocyclohex-3-enyl)-benzene